COC=1C=CC=C2N=CC=3N(C12)C=CC3 9-methoxypyrrolo[1,2-a]quinoxaline